(6-(4-Chlorophenyl)pyridazin-4-yl)(3-methoxyphenyl)methanone ClC1=CC=C(C=C1)C1=CC(=CN=N1)C(=O)C1=CC(=CC=C1)OC